2-(3-chloro-7-vinyl-pyrrolo[3,2-c]pyridin-1-yl)ethynyl-triisopropyl-silane ClC1=CN(C2=C1C=NC=C2C=C)C#C[Si](C(C)C)(C(C)C)C(C)C